N-(3-(7-carbamoyl-2-(1-methyl-1H-pyrazol-4-yl)-1H-indol-4-yl)-2-(hydroxymethyl)phenyl)thiazole-2-carboxamide C(N)(=O)C=1C=CC(=C2C=C(NC12)C=1C=NN(C1)C)C=1C(=C(C=CC1)NC(=O)C=1SC=CN1)CO